[Si].C(=C)CC(C)=NO vinyl-acetone oxime silicon